Ethyl 4,4-difluoro-4-(3-methoxyphenyl)-2-methylenebutanoate FC(CC(C(=O)OCC)=C)(C1=CC(=CC=C1)OC)F